CC=1C=C(C=CC1)N1C(C=CC1=O)=O N-(3-methylphenyl)maleimide